ClC=1C=C2C=C(NC2=CC1C=1SC=C(N1)C)CNC(C)=O N-{[5-chloro-6-(4-methyl-1,3-thiazol-2-yl)-2-indolyl]methyl}acetamide